1-fluoro-3-iodo-bicyclo[1.1.1]pentane FC12CC(C1)(C2)I